C(C1=CC=CC=C1)OC[C@H](C(=O)OC)OC1=CC=C2C(=CC(OC2=C1)=O)C1=C(C=CC=C1)C methyl (R)-3-(benzyloxy)-2-((2-oxo-4-(o-tolyl)-2H-chromen-7-yl)oxy)propanoate